(3R,4S)-4-(3-methoxyphenyl)-3-((methyl(methyl-d3)amino)methyl)-1-(2-(2,4,5-trifluorophenyl)acetyl)piperidin-4-ylbenzoate COC=1C=C(C=CC1)[C@]1([C@@H](CN(CC1)C(CC1=C(C=C(C(=C1)F)F)F)=O)CN(C([2H])([2H])[2H])C)OC(C1=CC=CC=C1)=O